5-amino-2-(5-cyano-1H-pyrazol-1-yl)nicotinonitrile NC=1C=NC(=C(C#N)C1)N1N=CC=C1C#N